OC1C(CCC1S(=O)(=O)[O-])S(=O)(=O)[O-] 2-hydroxycyclopentane-1,3-disulfonate